C(C)O[Si](CCCCC(=O)O)(OCC)OCC 5-(triethoxysilyl)pentanoic acid